3-AMINOPYRIDINE-2-CARBOXYLIC ACID NC=1C(=NC=CC1)C(=O)O